C1=C(C=CC2=CC=CC=C12)C1=C(C(=O)N)C=CC(=C1)C1=NOC(=N1)C(F)(F)F (naphthalen-2-yl)-4-(5-(trifluoromethyl)-1,2,4-oxadiazol-3-yl)benzamide